S(=O)(=O)(OC=1C=CC=2C3=C(C=NC2C1)C=1C=CC(=CC1OC3C3=CC=C(C=C3)OCCN3CC(C3)CF)C(F)(F)F)O [5-[4-[2-[3-(fluoromethyl) azetidin-1-yl] ethoxy] phenyl]-8-(trifluoromethyl)-5H-chromeno[4,3-c]quinolin-2-yl] hydrogen sulfate